(3R)-3-Amino-5-[(4-chlorophenyl)methyl]-7-[5-(3,3-difluorocyclobutyl)-1,3,4-oxadiazol-2-yl]-8-fluoro-1,1-dioxo-2,3-dihydro-1λ6,5-benzothiazepin-4-one N[C@H]1CS(C2=C(N(C1=O)CC1=CC=C(C=C1)Cl)C=C(C(=C2)F)C=2OC(=NN2)C2CC(C2)(F)F)(=O)=O